ClC1=C2CN(C(C2=CC(=C1)CNC1(CCC1)C)=O)C1=CC(=CC=C1)C1(CC(C1)CC)C1=NN=CN1C 4-chloro-2-(3-((1s,3r)-3-ethyl-1-(4-methyl-4H-1,2,4-triazol-3-yl)cyclobutyl)phenyl)-6-(((1-methylcyclobutyl)amino)methyl)isoindolin-1-one